ClC1=CC=C(C=C1)C1=CC=N[C@H](N1C(C)C1=CC(=CC=C1)F)C=1C=NC(=NC1)Cl (S)-6-(4-Chlorophenyl)-N-(1-(3-fluorophenyl)ethyl)-2-(2-chloropyrimidin-5-yl)pyrimidine